(2-((4,4-difluorocyclohexyl)amino)-6-(4-methylthiazol-2-yl)pyridin-4-yl)(5-methyl-1,3,4-oxadiazol-2-yl)methanol FC1(CCC(CC1)NC1=NC(=CC(=C1)C(O)C=1OC(=NN1)C)C=1SC=C(N1)C)F